The molecule is a tocotrienol that is chroman-6-ol substituted by methyl groups at positions 2, 5 and 8 and a farnesyl chain at position 2. It has been isolated from various cultivars of wheat. It has a role as a plant metabolite. It is a tocotrienol and a vitamin E. CC1=CC(=C(C2=C1O[C@](CC2)(C)CC/C=C(\\C)/CC/C=C(\\C)/CCC=C(C)C)C)O